C1(=CC=CC=C1)S(=O)(=O)NC=1C=C(C=CC1)C1C(C1)[C@@H](CCOC1=C(C=CC=C1)CCC(=O)O)O 3-[2-[(3R)-3-[2-[3-(Benzenesulfonamido)phenyl]cyclopropyl]-3-hydroxypropoxy]phenyl]propanoic acid